N4-methyl-N2-(6-methyl-1H-indazol-4-yl)-5-(trifluoromethyl)pyrimidine-2,4-diamine CNC1=NC(=NC=C1C(F)(F)F)NC1=C2C=NNC2=CC(=C1)C